C1(CC1)C=1C(=NSC1)O[C@@H]1C[C@@H](CC1)C1=CC(=NN1)NC(=O)C1=CC(=NN1C)COC |o1:9,11| rel-N-(5-((1R,3S)-3-((4-cyclopropylisothiazol-3-yl)oxy)cyclopentyl)-1H-pyrazol-3-yl)-3-(methoxymethyl)-1-methyl-1H-pyrazole-5-carboxamide